2-amino-[1,1']-biphenyl NC1=C(C=CC=C1)C1=CC=CC=C1